C(C)N[C@H](C)C1=C(C=C(C=C1)C(F)(F)F)F (R)-N-ethyl-1-(2-fluoro-4-(trifluoromethyl)phenyl)ethan-1-amine